(S)-aziridine-1,2-dicarboxylic acid 1-tert-butyl ester 2-methyl ester COC(=O)C1[N@](C1)C(=O)OC(C)(C)C